ClC1=NC=C(C(=C1)C1=C(C=NC(=C1)C)C(=O)NC=1SC2=NC(=C(C=C2N1)F)C1=C(N=NN1C)C)OC 2'-chloro-N-(5-(1,4-dimethyl-1H-1,2,3-triazol-5-yl)-6-fluorothiazolo[5,4-b]pyridin-2-yl)-5'-methoxy-6-methyl-[4,4'-bipyridine]-3-carboxamide